Tert-butyl (5-(piperazin-1-yl)pentyl)carbamate N1(CCNCC1)CCCCCNC(OC(C)(C)C)=O